ClC1=NC(=C2C(=N1)N(N=C2)[C@H]2[C@@H]([C@@H]([C@H](O2)CO[C@@H](CC2=CC=CC=C2)P(O)(O)=O)O)O)NCC2CC2 ((R)-1-(((2R,3S,4R,5R)-5-(6-chloro-4-((cyclopropylmethyl)amino)-1H-pyrazolo[3,4-d]pyrimidin-1-yl)-3,4-dihydroxytetrahydrofuran-2-yl)methoxy)-2-phenylethyl)phosphonic acid